2,4-di-t-butyl-3-hydroxytoluene C(C)(C)(C)C1=C(C)C=CC(=C1O)C(C)(C)C